2-methoxypyridin-4-ol COC1=NC=CC(=C1)O